OC=1C=C(C=CC1)C=1C=C(N(C1)C(C)C)C(=O)C1=CC(=C(C(=C1)OC)OC)OC [4-(3-hydroxyphenyl)-1-isopropyl-1H-pyrrol-2-yl](3,4,5-trimethoxyphenyl)methanone